5-fluoro-benzo[c]selenophene FC1=CC=2C(=C[Se]C2)C=C1